5-(2-(4-(2-(2-(2-(bis(2-hydroxytetradecyl)amino)ethoxy)ethoxy)ethyl)piperazin-1-yl)ethyl)-24-(2-hydroxytetradecyl)-18,21-dioxa-15,24-diazaoctatriacontane-13,26-diol OC(CN(CCOCCOCCN1CCN(CC1)CCC(CCCC)CCCCCCCC(CNCCOCCOCCN(CC(CCCCCCCCCCCC)O)CC(CCCCCCCCCCCC)O)O)CC(CCCCCCCCCCCC)O)CCCCCCCCCCCC